1-((3S,4R)-4-(3,4-difluorophenyl)-1-(2-methoxyethyl)pyrrolidin-3-yl)-3-(2-phenyl-2H-indazol-3-yl)urea FC=1C=C(C=CC1F)[C@H]1[C@@H](CN(C1)CCOC)NC(=O)NC=1N(N=C2C=CC=CC12)C1=CC=CC=C1